COC=CCCCCCCC 9-methoxy-8-nonen